((2R,3S,4R,5S)-5-(4-aminopyrrolo[2,1-f][1,2,4]triazin-7-yl)-2-cyano-3,4-dihydroxytetrahydrofuran-2-yl)methyl ((R)-2-((3-cyano-5-fluorobenzyl)oxy)icosyl) hydrogen phosphate P(=O)(OC[C@]1(O[C@H]([C@@H]([C@@H]1O)O)C1=CC=C2C(=NC=NN21)N)C#N)(OC[C@@H](CCCCCCCCCCCCCCCCCC)OCC2=CC(=CC(=C2)F)C#N)O